C(#N)C1=CC(=C(C=C1)NS(=O)(=O)C1=CNC=C1C1=CC(=CC=C1)OC)F N-(4-cyano-2-fluoro-phenyl)-4-(3-methoxyphenyl)-1H-pyrrole-3-sulfonamide